1-(2,5-bis(methoxy-d3)-4-(methyl-d3)phenyl)propan-2-one-1,1,3,3,3-d5 C(OC1=C(C=C(C(=C1)C([2H])([2H])[2H])OC([2H])([2H])[2H])C(C(C([2H])([2H])[2H])=O)([2H])[2H])([2H])([2H])[2H]